((4-methoxybenzyl)thio)-6-methylpyridin-2(1H)-one COC1=CC=C(CSN2C(C=CC=C2C)=O)C=C1